calcium 4-(2-(1H-imidazol-1-yl) ethoxy)-3-methoxybenzoate N1(C=NC=C1)CCOC1=C(C=C(C(=O)[O-])C=C1)OC.[Ca+2].N1(C=NC=C1)CCOC1=C(C=C(C(=O)[O-])C=C1)OC